CC(CC[C@H](N)C(=O)O)NC(N)=N 5-methylarginine